1-methyltriazol CN1N=NC=C1